ClC1=NC=NC=2C1=NC=1CCCCC1C2 4-Chloro-6,7,8,9-tetrahydropyrimido[5,4-b]quinoline